(S)-tert-butyl (4-ethyl-8-fluoro-9-methoxy-11-methyl-3,14-dioxo-3,4,12,14-tetrahydro-1H-pyrano[3',4':6,7]indolizino[1,2-b]quinolin-4-yl) ethane-1,2-diyldicarbamate C(CNC(O[C@@]1(C(OCC=2C(N3CC=4C(=NC=5C=C(C(=CC5C4C)OC)F)C3=CC21)=O)=O)CC)=O)NC(OC(C)(C)C)=O